NCC1(CN(CC1)C=1C(NC(=CN1)SC1=C(C(=CC=C1)Cl)Cl)=O)C 3-(3-(aminomethyl)-3-methylpyrrolidin-1-yl)-6-((2,3-dichlorophenyl)thio)pyrazin-2(1H)-one